C(C)(C)(C)OC1=CC=C(C=C1)C(CC=O)C[N+](=O)[O-] 3-(4-tert-butoxyphenyl)-4-nitro-butan-1-one